The molecule is a dolichyl diphosphooligosaccharide compound consisting of a branched tetradecasaccharide attached to the dolichyl chain via a diphosphate linkage. It has a role as a mouse metabolite. CC(CC/C=C(\\C)/CC/C=C(\\C)/CC/C=C(\\C)/CCC=C(C)C)CCOP(=O)(O)OP(=O)(O)O[C@@H]1[C@@H]([C@H]([C@@H]([C@H](O1)CO)O[C@H]2[C@@H]([C@H]([C@@H]([C@H](O2)CO)O[C@H]3[C@H]([C@H]([C@@H]([C@H](O3)CO[C@@H]4[C@H]([C@H]([C@@H]([C@H](O4)CO[C@@H]5[C@H]([C@H]([C@@H]([C@H](O5)CO)O[C@@H]6[C@H]([C@H]([C@@H]([C@H](O6)CO)O)O)O)O)O)O)O[C@@H]7[C@H]([C@H]([C@@H]([C@H](O7)CO)O[C@@H]8[C@H]([C@H]([C@@H]([C@H](O8)CO)O)O)O)O)O)O)O)O[C@@H]9[C@H]([C@H]([C@@H]([C@H](O9)CO)O)O)O[C@@H]1[C@H]([C@H]([C@@H]([C@H](O1)CO)O)O)O[C@@H]1[C@H]([C@H]([C@@H]([C@H](O1)CO)O)O[C@@H]1[C@@H]([C@H]([C@@H]([C@H](O1)CO)O)O[C@@H]1[C@@H]([C@H]([C@@H]([C@H](O1)CO)O)O)O[C@@H]1[C@@H]([C@H]([C@@H]([C@H](O1)CO)O)O)O)O)O)O)O)NC(=O)C)O)NC(=O)C